C(C)(C)(C)OC(=O)N(CCCN1C=NC2=C1C(=C(C=C2)F)C2=CC=CC(=N2)N[C@H]2C[C@H](N(C2)C(=O)OCC2=CC=CC=C2)C(=O)OC)C O1-benzyl O2-methyl (2S,4S)-4-[[6-[3-[3-[tert-butoxycarbonyl(methyl)amino]propyl]-5-fluoro-benzimidazol-4-yl]-2-pyridyl]amino]pyrrolidine-1,2-dicarboxylate